1,1,1,3,3,3-hexafluoro-2-((2,2,2-trifluoroethoxy)methoxy)propane FC(C(C(F)(F)F)OCOCC(F)(F)F)(F)F